C1(CC1)CC1=C(C(=NN1C=1SC=C(N1)C(=O)O)C1=CC(=C(C=C1)F)C1=CCC2(CC2)CC1)CC1=CC(=C(C=C1)S(N)(=O)=O)F 2-(5-(cyclopropylmethyl)-3-(4-fluoro-3-(spiro[2.5]oct-5-en-6-yl)phenyl)-4-(3-fluoro-4-sulfamoylbenzyl)-1H-pyrazol-1-yl)thiazole-4-carboxylic acid